FC(C=1C=C(C=CC1)C(=O)NCC(=O)N1CCC2N(CCC21)C(=O)OC(C)(C)C)(F)F tert-butyl 4-(2-{[3-(trifluoromethyl)phenyl]formamido}acetyl)-octahydropyrrolo[3,2-b]pyrrole-1-carboxylate